5-((4-((1-hydroxybut-2-yl)amino)-5-methylpyrimidin-2-yl)amino)benzo[c][1,2]oxaborole-1(3H)-ol OCC(CC)NC1=NC(=NC=C1C)NC1=CC2=C(B(OC2)O)C=C1